F[C@@H]1CN(C[C@H]1F)C=1C=C(C=NC1)C=1N=NN(C1)CC=1N=C2N(C=C(C=C2)C=O)C1 2-[[4-[5-[(3R,4R)-3,4-difluoropyrrolidin-1-yl]-3-pyridinyl]triazol-1-yl]methyl]Imidazo[1,2-a]pyridine-6-carbaldehyde